2,4,6-hexanetriol CC(CC(CCO)O)O